4-bromo-1,5-naphthyridine BrC1=CC=NC2=CC=CN=C12